(R)-5-(4-(3-(3,6-dibromo-9H-carbazol-9-yl)-2-hydroxypropyl)piperazin-1-yl)pentanoic acid dihydrochloride Cl.Cl.BrC=1C=CC=2N(C3=CC=C(C=C3C2C1)Br)C[C@@H](CN1CCN(CC1)CCCCC(=O)O)O